(2R)-2-{[4-iodo-6-(morpholin-4-yl)pyridin-2-yl]Amino}-N-methylpropionamide IC1=CC(=NC(=C1)N1CCOCC1)N[C@@H](C(=O)NC)C